NCCC(=O)N(C1=C(C=C(C=C1)C1=CC=C(C=N1)C(=O)NCC=1C(=NC=CC1)C)C)C 6-[4-[3-aminopropanoyl(methyl)amino]-3-methyl-phenyl]-N-[(2-methyl-3-pyridyl)methyl]pyridine-3-carboxamide